bis-(N,N-diisopropylamino)-2-cyanoethylphosphite C(C)(C)N(C(C)C)C(CP([O-])([O-])[O-])(C#N)N(C(C)C)C(C)C